tert-butyl N-[(1S,3R)-3-[[2-(2,3-dihydro-1,4-benzodioxin-5-yl)-6-methoxy-4-pyridyl]carbamoyl] cyclopentyl]carbamate O1CCOC2=C1C=CC=C2C2=NC(=CC(=C2)NC(=O)[C@H]2C[C@H](CC2)NC(OC(C)(C)C)=O)OC